4-hydroxy-8,9,9a,10-tetrahydro-7H-pyrrolo[1',2':4,5]pyrazino[1,2-b]pyridazine-3,5-dione OC1=C2N(N=CC1=O)CC1N(C2=O)CCC1